C(C)(=O)C1=CC=C(C=C1)C1=NC(=C2C(=N1)N(N=C2)C2CCCCC2)NC(=O)C=2SC(=CC2)[N+](=O)[O-] N-(6-(4-acetylphenyl)-1-cyclohexyl-1H-pyrazolo[3,4-d]pyrimidin-4-yl)-5-nitrothiophene-2-carboxamide